C(O)CN.N1N=NC2=C1C=CC=C2 benzotriazole monoethanolamine salt